4-(4-(trifluoromethyl)-1H-pyrazol-1-yl)aniline FC(C=1C=NN(C1)C1=CC=C(N)C=C1)(F)F